hexadecandithiol C(CCCCCCCCCCCCCCC)(S)S